1-ACETYLAZETIDINE-3-CARBALDEHYDE C(C)(=O)N1CC(C1)C=O